OC(C)C=1C=C(C2=C(NC(C(O2)(C)C)=O)C1)C=1C2=C(C(N(C1)C)=O)NC=C2 6-(1-hydroxyethyl)-2,2-dimethyl-8-(6-methyl-7-oxo-6,7-dihydro-1H-pyrrolo[2,3-c]pyridin-4-yl)-2H-1,4-benzoxazin-3(4H)-one